ClC=1C=CC2=C(CCCNC2)C1 7-chloro-2,3,4,5-tetrahydro-2-benzazepine